O1[C@H](COC2=C1C=CC=C2)C2=CC=C(CN1CC(CC1)N(C(C)=O)C)C=C2 N-(1-{4-[(2S)-2,3-dihydro-1,4-benzodioxin-2-yl]benzyl}pyrrolidin-3-yl)-N-methylacetamide